2-chloro-6-(3-(dispiro[2.0.2.1]hept-7-ylmethoxy)-1H-pyrazol-1-yl)nicotinic acid ethyl ester C(C)OC(C1=C(N=C(C=C1)N1N=C(C=C1)OCC1C2(C13CC3)CC2)Cl)=O